N1=CCC(C2=CC(=NC=C12)N)([2H])[2H] [1,7]Naphthyridine-4,4-d2-6-amine